3,6-bis(9,9-dimethyldihydroacridin-10(9H)-yl)-9H-carbazole CC1(C2=CC=CC=C2N(C=2C=CCCC12)C=1C=CC=2NC3=CC=C(C=C3C2C1)N1C=2C=CCCC2C(C2=CC=CC=C12)(C)C)C